5-chloro-8-((1-cyclopropyl-1H-indazol-6-yl)sulfonyl)-3-hydroxyquinazoline-2,4(1H,3H)-dione ClC1=C2C(N(C(NC2=C(C=C1)S(=O)(=O)C1=CC=C2C=NN(C2=C1)C1CC1)=O)O)=O